1,2-Epoxypropane C1C(C)O1